N1(C=NC=C1)C1=CC=C(C=C1)C1=CC(=NN1)NC1=C(C=C(C=C1)NC(C)=O)Cl N-(4-((5-(4-(1H-imidazol-1-yl)phenyl)-1H-pyrazol-3-yl)amino)-3-chlorophenyl)acetamide